CNCCCC(=O)C1=C(NC(=O)C=C1)O The molecule is a dihydroxypyridine that is pseudooxynicotine in which the hydrogens at positions 2 and 6 on the pyridine ring are substituted by hydroxy groups. It is a dihydroxypyridine, a secondary amino compound and an aromatic ketone. It derives from a pseudooxynicotine. It is a conjugate base of a 2,6-dihydroxypseudooxynicotinium(1+).